OC(CC(=O)OC)CCCCC(CCC)O methyl 3,8-dihydroxyundecanoate